N-cyclohexyl-2-(1-methyl-1H-pyrazol-3-yl)-4-(methylsulfonyl)aniline C1(CCCCC1)NC1=C(C=C(C=C1)S(=O)(=O)C)C1=NN(C=C1)C